FC=1C=C(C=CC1S(=O)(=O)C)C1=NC2=C(N1C)C=C(C=C2C)C2CCN(CC2)C2CC1CCC(C2)N1CC(C)C 2-(3-Fluoro-4-(methylsulfonyl)phenyl)-6-(1-(8-isobutyl-8-azabicyclo[3.2.1]octan-3-yl)piperidin-4-yl)-1,4-dimethyl-1H-benzo[d]imidazol